BrC1=CC=CC=2NC=NC21 4-bromo-1H-1,3-benzodiazole